2-bromo-2,2-difluoroacetic acid (1-isopropyl-2-methyl-propyl) ester C(C)(C)C(C(C)C)OC(C(F)(F)Br)=O